C[C@H]1CN(C[C@H](N1)C)C1=NC(N2C3=C(C(=C(C=C13)C(F)(F)F)C=1SC=C(N1)C(F)(F)F)SC[C@H](C2)OC)=O (S)-8-((3S,5R)-3,5-dimethylpiperazin-1-yl)-3-methoxy-10-(trifluoromethyl)-11-(4-(trifluoromethyl)thiazol-2-yl)-3,4-dihydro-2H,6H-[1,4]thiazepino[2,3,4-ij]quinazolin-6-one